ClC=1C=CC2=C(N(CC(O2)C(=O)NC23CC(C2)(C3)NC(COC3=CC(=C(C=C3)Cl)F)=O)C(CCCC(F)(F)F)=O)C1 6-chloro-N-{3-[2-(4-chloro-3-fluorophenoxy)acetamido]bicyclo[1.1.1]pentan-1-yl}-4-(5,5,5-trifluoropentanoyl)-3,4-dihydro-2H-1,4-benzoxazine-2-carboxamide